4-[4-(2-chlorophenoxy)piperidin-1-yl]-1,6-dimethyl-2-oxo-1,2-dihydroquinoline-3-carboxamide ClC1=C(OC2CCN(CC2)C2=C(C(N(C3=CC=C(C=C23)C)C)=O)C(=O)N)C=CC=C1